N[C@H](C(=O)NCCC1=C(C(=C(C=C1)O)OC)O)CO (S)-2-Amino-N-(2,4-dihydroxy-3-methoxyphenethyl)-3-hydroxypropanamide